NC=1N=C(SC1C(=O)C1=CC(=NO1)C(=O)NC1CC(C1)(F)F)N(C1=CC=C(C=C1)F)[C@@H](C(=O)N)C (R)-5-[4-amino-2-(N-(2-amino-1-methyl-2-oxoethyl)-4-fluoro-anilino)thiazole-5-carbonyl]-N-(3,3-difluorocyclobutyl)isoxazole-3-carboxamide